2-((2-((4-(((trans)-5-hydroxyadamantan-2-yl)amino)-2-methoxyphenyl)amino)-5-(trifluoromethyl)pyrimidin-4-yl)amino)-N,3-dimethylbenzamide OC12CC3C(C(CC(C1)C3)C2)NC2=CC(=C(C=C2)NC2=NC=C(C(=N2)NC2=C(C(=O)NC)C=CC=C2C)C(F)(F)F)OC